[C-]#N.C(C)[N+]1=CC(=CC=C1)CCC 1-Ethyl-3-propylpyridinium cyanid